1-((methylamino)methyl)isochroman CNCC1OCCC2=CC=CC=C12